OC[C@H](CCC)NC(=O)C=1C=NC(=CC1)OCC=1C(=NOC1C)C=1C=NC(=CC1)C (S)-N-(1-hydroxypentan-2-yl)-6-((5-methyl-3-(6-methylpyridin-3-yl)isoxazol-4-yl)methoxy)pyridine-3-carboxamide